C(#N)C1=CC(=NC=C1)C#C\C=C/1\C(N(CC1)C(=O)OCC(C)C)(C)C 2-Methylpropyl (3E)-3-[3-(4-cyanopyridin-2-yl)prop-2-yn-1-ylidene]-2,2-dimethylpyrrolidine-1-carboxylate